3-((3S,4R)-6-(7-(hydroxymethyl)-7H-pyrrolo[2,3-d]pyrimidin-4-yl)-3-methyl-1,6-diazaspiro[3.4]octan-1-yl)-3-oxopropanenitrile OCN1C=CC2=C1N=CN=C2N2C[C@]1([C@H](CN1C(CC#N)=O)C)CC2